1,3-dioxo-1,3-dihydro-2H-benzo[f]isoindol-2-yl-2-phenylpropanoate O=C1N(C(C=2C=C3C(=CC12)C=CC=C3)=O)C(C(=O)[O-])(C)C3=CC=CC=C3